BrC1=NN(C(C2=CC=C(C=C12)N(C)C)=O)CC(=O)OCC ethyl 2-(4-bromo-6-(dimethylamino)-1-oxophthalazin-2(1H)-yl)acetate